N-phenyl-tetrahydropyran-4-amine C1(=CC=CC=C1)NC1CCOCC1